phenylboron gallate C(C1=CC(O)=C(O)C(O)=C1)(=O)[O-].C1(=CC=CC=C1)[B+2].C(C1=CC(O)=C(O)C(O)=C1)(=O)[O-]